C(C)(C)(C)OC(=O)N[C@H]1C[C@H]2[C@@H](C[C@@H]3N(C1=O)[C@@H](CC3)C(=O)O)O2 (1aS,3S,6S,8aR,9aR)-3-((tert-butoxycarbonyl)amino)-4-oxodecahydrooxireno[2,3-d]pyrrolo[1,2-a]azocine-6-carboxylic acid